FC=1C=C(OC2=C(CN3C(C(C4=CC=C(C=C34)C#N)(C)C)=O)C(=CC=C2)C(F)(F)F)C=C(C1)F 1-(2-(3,5-difluorophenoxy)-6-(trifluoromethyl)benzyl)-3,3-dimethyl-2-oxoindoline-6-carbonitrile